tert-butyl (3-((3-carbamoyl-6-chloro-5-methylpyrazin-2-yl)amino)-5-fluorophenethyl)carbamate C(N)(=O)C=1C(=NC(=C(N1)C)Cl)NC=1C=C(CCNC(OC(C)(C)C)=O)C=C(C1)F